racemic-1,1'-spirobiindane-7,7'-diol C12(CCC3=CC=CC(=C13)O)CCC1=CC=CC(=C12)O